6-fluoro-7-(2-fluoro-6-hydroxyphenyl)-4-((2S)-2-methyl-4-(2-propenoyl)-1-piperazinyl)-1-(4-(2-propanyl)-1,3-thiazol-5-yl)pyrido[2,3-d]pyrimidin-2(1H)-one FC1=CC2=C(N(C(N=C2N2[C@H](CN(CC2)C(C=C)=O)C)=O)C2=C(N=CS2)C(C)C)N=C1C1=C(C=CC=C1O)F